isoquinolin-1-ylbis(4-methoxyphenyl)phosphine oxide C1(=NC=CC2=CC=CC=C12)P(C1=CC=C(C=C1)OC)(C1=CC=C(C=C1)OC)=O